4-{2-{[6-(pyridin-3-yl)pyrazin-2-yl]oxy}ethyl}morpholine N1=CC(=CC=C1)C1=CN=CC(=N1)OCCN1CCOCC1